BrC1=CC=C(CCC(C(=O)NC2=CC=C(C=C2)C)(C)O)C=C1 3-(4-bromobenzyl)-2-hydroxy-2-methyl-N-(p-tolyl)propanamide